pyrrol-2,5-dione N1C(C=CC1=O)=O